FC1=C(C=C(C=C1)OC=1C(=C2C=CNC2=C(C1F)F)F)C=1NC=C(N1)C1(CCOC2=C(C=CC=C12)C[C@@H](C(=O)O)C)C (2S)-3-[4-[2-[2-fluoro-5-[(4,6,7-trifluoro-1H-indol-5-yl)oxy]phenyl]-1H-imidazol-4-yl]-4-methyl-chroman-8-yl]-2-methyl-propanoic acid